ClC1=C(C=CC(=C1)Cl)S(=O)[O-].[Na+] sodium 2,4-dichlorobenzenesulfinate